5-cyano-6-methoxypyridine-3-carboxylic acid C(#N)C=1C=C(C=NC1OC)C(=O)O